tert-butyl 2-bromo-6,7-dihydrothiazolo[4,5-c]pyridine-5(4H)-carboxylate BrC=1SC2=C(CN(CC2)C(=O)OC(C)(C)C)N1